[1-(2-Chloro-6-fluorophenyl)-piperidin-4-yl]-{1-[1-methyl-3-(2-trifluoromethyl-benzylamino)-1H-pyrazol-4-yl]-ethyl}-amine ClC1=C(C(=CC=C1)F)N1CCC(CC1)NC(C)C=1C(=NN(C1)C)NCC1=C(C=CC=C1)C(F)(F)F